N-(2-aminoethyl)-aminosodium zinc propionate C(CC)(=O)[O-].[Zn+2].NCCN[Na].C(CC)(=O)[O-]